C1(CC1)NC(C1=CC(=C(C=C1)C)C=1C=NN(C1)C1=CN=C2N1C=C(C=C2)C(=O)N2CCN(CC2)C)=O N-cyclopropyl-4-methyl-3-{1-[6-(4-methyl-piperazine-1-carbonyl)-imidazo[1,2-a]pyridin-3-yl]-1H-pyrazol-4-yl}-benzamide